ClC=1C(=C2C(=NC1C)CN(C2)C(=O)[C@H]2CN(CC2)C=2C=NC(=CC2)NC)C (3-Chloro-2,4-dimethyl-5,7-dihydropyrrolo[3,4-b]pyridin-6-yl)-[(3R)-1-[6-(methylamino)-3-pyridyl]pyrrolidin-3-yl]methanon